C(C)(C)(C)OC=1C2=C(N=C(N1)OC[C@]13CCCN3C[C@@H](C1)F)C(=C(N=C2)C2=CC(=CC1=CC=C(C(=C21)CC)F)OCOC)F 4-(tert-butoxy)-7-(8-ethyl-7-fluoro-3-(methoxymethoxy)naphthalen-1-yl)-8-fluoro-2-(((2R,7aS)-2-fluorotetrahydro-1H-pyrrolizin-7a(5H)-yl)methoxy)pyrido[4,3-d]pyrimidine